Cl.OC[C@@H]1CN(CC1)C=1C=C2C(=CC=NC2=CC1)C(=O)O (S)-6-(3-(Hydroxymethyl)pyrrolidin-1-yl)quinoline-4-carboxylic acid HCl